ClC=1C(=CC=C2N=CC(=NC12)C=1C=NN(C1)C(C)(C)C1CC(C1)=O)OC=1C=CC2=C(NC(=N2)C)C1 3-(2-(4-(8-chloro-7-((2-methyl-1H-benzo[d]imidazol-6-yl)oxy)quinoxalin-2-yl)-1H-pyrazol-1-yl)propan-2-yl)cyclobutan-1-one